4-((5-ethyl-[1,2,4]triazolo[1,5-a]pyrimidin-7-yl)thio)aniline C(C)C1=NC=2N(C(=C1)SC1=CC=C(N)C=C1)N=CN2